C(CCCC(=O)[O-])(=O)[O-].[Sn+4].C(CCCC(=O)[O-])(=O)[O-] tin glutarate